FC1=C(N)C=C(C(=C1F)I)C1=NC=C(C=N1)F 2,3-Difluoro-5-(5-fluoropyrimidin-2-yl)-4-iodoaniline